4-(chlorotetrafluoro-λ6-sulfanyl)phenyl acetate C(C)(=O)OC1=CC=C(C=C1)S(F)(F)(F)(F)Cl